C1(=CC=CC2=CC=CC=C12)C(=O)[O-].[Zr+4].C1(=CC=CC2=CC=CC=C12)C(=O)[O-].C1(=CC=CC2=CC=CC=C12)C(=O)[O-].C1(=CC=CC2=CC=CC=C12)C(=O)[O-] zirconium naphthalate